CN1CNC2=C1C=C(C=C2)C(F)(F)F 1-methyl-6-(trifluoromethyl)-1,3-dihydro-2H-benzo[d]imidazole